FC=1C=C(C(=NC1)OC1=C(C=2N(C=C1)N=C(C2)C(=O)NC2(CCS(CC2)(=O)=O)C)C)OCC(F)(F)F 5-((5-Fluoro-3-(2,2,2-trifluoroethoxy)pyridin-2-yl)oxy)-4-methyl-N-(4-methyl-1,1-dioxidotetrahydro-2H-thiopyran-4-yl)pyrazolo[1,5-a]pyridine-2-carboxamide